CN([C@@H]1CN(CC1)C1=CC=NC2=CC=C(C=C12)C=1C(=NNC1)C1=NC(=CC=C1)C)C |r| rac-(3S)-N,N-dimethyl-1-[6-[3-(6-methyl-2-pyridyl)-1H-pyrazol-4-yl]-4-quinolyl]pyrrolidin-3-amine